2,6,10-trimethyl-undecane CC(C)CCCC(CCCC(C)C)C